7,7'-dihydroxy-3,3',4,4'-Tetrahydro-4,4,4',4'-tetramethyl-2,2'-spirobi(2H-1-benzopyran) OC1=CC2=C(C(CC3(O2)OC2=C(C(C3)(C)C)C=CC(=C2)O)(C)C)C=C1